1'-(4-((2,6-dioxopiperidin-3-yl)amino)-2-fluorophenyl)-3'-fluoro-[1,4'-bipiperidine]-4-carboxylic acid O=C1NC(CCC1NC1=CC(=C(C=C1)N1CC(C(CC1)N1CCC(CC1)C(=O)O)F)F)=O